(2,2-dimethoxyethyl)theophylline COC(CCN1C(=O)N(C)C=2N=CNC2C1=O)OC